5-hydroxyethylaminoformyl-pyridin (R)-benzyl-3-((1-(N-(5-chloro-4-(cyclopentylmethoxy)-2-fluorobenzoyl)sulfamoyl)-azetidin-3-yl)oxy)piperidine-1-carboxylate C(C1=CC=CC=C1)OC(=O)N1C[C@@H](CCC1)OC1CN(C1)S(NC(C1=C(C=C(C(=C1)Cl)OCC1CCCC1)F)=O)(=O)=O.OCCNC(=O)C=1C=CC=NC1